BrC=1C(N(C(=CC1OCC1=C(CNC(OC)=O)C=C(C=C1)F)C)C1=C(C=CC(=C1)C(=O)NCCO)C)=O methyl 2-({[3-bromo-1-(5-{[(2-hydroxyethyl) amino] carbonyl}-2-methylphenyl)-6-methyl-2-oxo-1,2-dihydropyridin-4-yl] oxy} methyl)-5-fluorobenzylcarbamate